OC=1C(=C(C=CC1)/C=C/C(=O)O)O (E)-3-(dihydroxyphenyl)ACRYLIC ACID